benzenemethanamine C1(=CC=CC=C1)CN